2-bromo-1-[4-(difluoro-methoxy)phenyl]ethanone BrCC(=O)C1=CC=C(C=C1)OC(F)F